CC=1SC=C(N1)C(=O)OCC ethyl 2-methyl-thiazole-4-carboxylate